FC1(CCOCC1)NC (4-fluorotetrahydro-2H-pyran-4-yl)-methylamine